The molecule is a glycosyl alditol derivative consisting of beta-D-galactopyranose and N-acetyl-D-galactosaminitol joined in sequence by a (1->3) glycosidic bond. It is a glycosyl alditol derivative and a member of acetamides. It derives from a beta-D-galactose and a N-acetyl-D-galactosaminitol. CC(=O)N[C@@H](CO)[C@H]([C@H]([C@@H](CO)O)O)O[C@H]1[C@@H]([C@H]([C@H]([C@H](O1)CO)O)O)O